N,N-diphenyl-4-(1,3-dithian-2-yl)aniline C1(=CC=CC=C1)N(C1=CC=C(C=C1)C1SCCCS1)C1=CC=CC=C1